2-((3-((2,2-dimethyloxetan-3-yl)oxy)-1-(methyl-d3)-1H-pyrazol-4-yl)amino)-7-((3R,4R)-4-methyltetrahydrofuran-3-yl)-7H-pyrrolo[2,3-d]pyrimidine-6-carbonitrile CC1(OCC1OC1=NN(C=C1NC=1N=CC2=C(N1)N(C(=C2)C#N)[C@H]2COC[C@@H]2C)C([2H])([2H])[2H])C